ethyl (4-fluorophenyl) sulfide FC1=CC=C(C=C1)SCC